(3S)-8-methyl-5-oxo-6-phenyl-3-pyrimidin-5-yl-2,3-dihydrothiazolo[3,2-a]pyrimidin-8-ium-7-olate C[N+]1=C2N(C(C(=C1[O-])C1=CC=CC=C1)=O)[C@H](CS2)C=2C=NC=NC2